FC1=C(C=CC(=C1F)OC1=NC=CC=N1)C1=CN=C2N1C=CN=C2NC2=CC(=C(C(=O)NCC1CCN(CC1)CC1CN(CC1)C(=O)OC(C)(C)C)C=C2)CC tert-butyl 3-((4-((4-((3-(2,3-difluoro-4-(pyrimidin-2-yloxy)phenyl)imidazo[1,2-a]pyrazin-8-yl)amino)-2-ethylbenzamido)methyl)piperidin-1-yl)methyl)pyrrolidine-1-carboxylate